BrC1=CC=C2C(CN(C(C2=C1)=O)CC1OC1)(C)C 7-bromo-4,4-dimethyl-2-(oxiran-2-ylmethyl)-3,4-dihydroisoquinolin-1(2H)-one